(S)-(5-(7,7-difluoro-2-((2S,3S)-3-fluoro-2-methylazetidin-1-yl)-6,7-dihydro-5H-cyclopenta[d]pyrimidin-4-yl)-2-methoxyphenyl)(imino)(methyl)-λ6-sulfanone FC1(CCC2=C1N=C(N=C2C=2C=CC(=C(C2)[S@@](=O)(C)=N)OC)N2[C@H]([C@H](C2)F)C)F